p-nitrophenol sulfate salt S(=O)(=O)(O)O.[N+](=O)([O-])C1=CC=C(C=C1)O